(2R)-4-(4-chloro-6,7-Dihydro-5H-cyclopenta[d]pyridazin-1-yl)butan-2-ol ClC=1C2=C(C(=NN1)CC[C@@H](C)O)CCC2